(6S)-6-[2-Chloro-3-(3,4-dimethoxyanilino)phenyl]-2-imino-6-methyl-3-(tetrahydro-pyran-4-yl)hexahydropyrimidin-4-one ClC1=C(C=CC=C1NC1=CC(=C(C=C1)OC)OC)[C@@]1(CC(N(C(N1)=N)C1CCOCC1)=O)C